3-[3-isopropyl-4-({6-methoxy-7-[3-(4-morpholinyl)propoxy]-4-quinolinyl}oxy)phenyl]-1-[3-(trifluoromethyl)phenyl]-2,4-imidazolidinedione C(C)(C)C=1C=C(C=CC1OC1=CC=NC2=CC(=C(C=C12)OC)OCCCN1CCOCC1)N1C(N(CC1=O)C1=CC(=CC=C1)C(F)(F)F)=O